5-(3-(aminomethyl)phenyl)-3-((2-(carboxymethyl)-5-methoxyphenoxy)methyl)benzofuran-2-carboxylic acid NCC=1C=C(C=CC1)C=1C=CC2=C(C(=C(O2)C(=O)O)COC2=C(C=CC(=C2)OC)CC(=O)O)C1